FC=1C=C(C(=C(C1)N1C(C2=CC=3CC(CC3N2CC1)(C)C)=O)C)C1=NC=NC=C1OC 10-[5-fluoro-3-(5-methoxypyrimidin-4-yl)-2-methylphenyl]-4,4-dimethyl-1,10-diazatricyclo[6.4.0.0^{2,6}]dodeca-2(6),7-dien-9-one